3,3-difluoro-N-[2-fluoro-4-(2-[[(3S,5R)-5-(fluoromethyl)-3-piperidyl]amino]-8-iso-propyl-7-oxo-pteridin-6-yl)phenyl]propane-1-sulfonamide FC(CCS(=O)(=O)NC1=C(C=C(C=C1)C1=NC=2C=NC(=NC2N(C1=O)C(C)C)N[C@@H]1CNC[C@@H](C1)CF)F)F